ClC=1C=CC2=C(CC(CC=3N2C(=NN3)C3CC(C3)(F)F)N)C1 8-chloro-1-(3,3-difluorocyclobutyl)-5,6-dihydro-4H-[1,2,4]triazolo[4,3-a][1]benzazepine-5-amine